4-[(2R)-3-(3,4-dihydro-1H-isoquinolin-2-yl)-2-hydroxy-propyl]-8-[(1-ethyl-4-piperidinyl)oxy]-2,3-dihydro-1,4-benzoxazepin-5-one C1N(CCC2=CC=CC=C12)C[C@H](CN1CCOC2=C(C1=O)C=CC(=C2)OC2CCN(CC2)CC)O